ClC1=C([C@H](C#N)O)C=CC=C1 |r| racemic-o-chloromandelonitrile